FC(N1N=CC(=C1)C=1C(=CC(=NC1)NC1=NC(=NC=C1)C1=C(C=C(C(=O)O)C=C1OC)F)N1C[C@H](CCC1)O)F (S)-4-(4-((5-(1-(Difluoromethyl)-1H-pyrazol-4-yl)-4-(3-hydroxypiperidin-1-yl)pyridin-2-yl)amino)pyrimidin-2-yl)-3-fluoro-5-methoxybenzoic acid